(γ-glycidoxypropyl)(ethoxy)dimethylsilane C(C1CO1)OCCC[Si](C)(C)OCC